CC1(C(C(C2=CC=CC=C12)(C)C)(C)C)C 2,3-dihydro-1,1,2,2,3,3-hexamethyl-1H-inden